(5S,8S)-N-(2-chloro-benzyl)-5-fluoro-8-hydroxy-5,6,7,8-tetrahydroquinoline-5-carboxamide ClC1=C(CNC(=O)[C@]2(C=3C=CC=NC3[C@H](CC2)O)F)C=CC=C1